C1(CC1)NC=1C=C(C=C(C1)C1(CC(C1)OC)C1=NN=CN1C)N1C(C2=CC(=CC(=C2C1)C(F)(F)F)CNC1(CCC1)C)=O 2-(3-(cyclopropylamino)-5-((1r,3r)-3-methoxy-1-(4-methyl-4H-1,2,4-triazol-3-yl)cyclobutyl)phenyl)-6-(((1-methylcyclobutyl)amino)methyl)-4-(trifluoromethyl)isoindolin-1-one